3-[4-[4-[1-[[2-chloro-6-methoxy-4-(2-methyl-1-oxo-2,7-naphthyridin-4-yl)phenyl]methyl]-3,3-difluoro-4-piperidyl]piperazin-1-yl]-3-fluoro-anilino]piperidine-2,6-dione TFA salt OC(=O)C(F)(F)F.ClC1=C(C(=CC(=C1)C1=CN(C(C2=CN=CC=C12)=O)C)OC)CN1CC(C(CC1)N1CCN(CC1)C1=C(C=C(NC2C(NC(CC2)=O)=O)C=C1)F)(F)F